C(CCCCCCCCCCCCCCC)[Si](F)(F)CCCCCCCCCCCCCCCC dihexadecyldifluorosilane